4-methoxy-7-phenethyl-7,8-dihydro-2H-furo[2,3-e]isoindole COC=1C=2C(=C3CN(C=C3C1)CCC1=CC=CC=C1)OCC2